tert-butyl (R)-4-((1-((benzyloxy)carbonyl)piperidin-4-yl)methyl)-2-(hydroxymethyl)piperazine-1-carboxylate C(C1=CC=CC=C1)OC(=O)N1CCC(CC1)CN1C[C@@H](N(CC1)C(=O)OC(C)(C)C)CO